OC1CCN(CC1)C1=CC=C(C(=O)NC2=CC3=C(N(C4=CC=CC=C34)C)C(=N2)C2=CC=C(C=C2)OC)C=C1 4-(4-hydroxypiperidin-1-yl)-N-(1-(4-methoxyphenyl)-9-methyl-9H-pyrido[3,4-b]indol-3-yl)benzamide